[I-].C1(=CC=CC=C1)CC[NH3+] 2-phenylethylammonium iodide